FC1([C@H](C1)C(N1C[C@@H](N(C[C@H]1C)C=1C=2N=C(N(C2N(C(N1)=O)C)C[C@H]1OCCC1)C)C)C1=CC=C(C=C1)C(F)(F)F)F 6-((2S,5R)-4-(((R)-2,2-difluorocyclopropyl)(4-(trifluoromethyl)phenyl)methyl)-2,5-dimethylpiperazin-1-yl)-3,8-dimethyl-9-(((S)-tetrahydrofuran-2-yl)methyl)-3,9-dihydro-2H-purin-2-one